BrC1=C(C=CC=C1)C1=NN=CN1C 3-(2-bromophenyl)-4-methyl-1,2,4-triazole